4-(4-chloro-2-fluorophenyl)piperidine hydrochloride Cl.ClC1=CC(=C(C=C1)C1CCNCC1)F